[N+](=O)([O-])C1=CC=C(CN2C(C3=C(C=4C=CC=NC24)CCN(C3)CC3=CC(=CC=C3)C#N)=O)C=C1 6-(4-nitrobenzyl)-3-(3-cyanobenzyl)-2,3,4,6-tetrahydropyrido[3,4-c][1,8]naphthyridine-5(1H)-one